N1N=NC2=C1C=CC(=C2)NC2=NC=C1C(=N2)N(N(C1=O)CC=C)C1=NC(=CC=C1)C(C)(C)O 6-((1H-benzo[d][1,2,3]triazol-5-yl)amino)-2-allyl-1-(6-(2-hydroxypropan-2-yl)pyridin-2-yl)-1,2-dihydro-3H-pyrazolo[3,4-d]pyrimidin-3-one